C(C)N1N=CC(=C1)C(=O)NN 1-ethyl-1H-pyrazole-4-carbohydrazide